CP(OC1=C2N=CC=NC2=CC=C1NC1=NC(=NC=C1Br)NC1=C(C=C(C(=C1)C=1C=NN(C1)C)N(C)CCN(C)C)OC)(=O)C (6-((5-bromo-2-((4-((2-(dimethylamino) ethyl) (methyl) amino)-2-methoxy-5-(1-methyl-1H-pyrazol-4-yl) phenyl) amino) pyrimidin-4-yl) amino) quinoxalin-5-yl) dimethylphosphinate